CC=1C(=C2C=NNC2=CC1C)C1=C(C=2N=C(N=C(C2C=N1)N1C[C@@]2(C(NC(N2)=O)=O)CCC1)OC[C@]12CCCN2C[C@@H](C1)F)F (5R)-7-(7-(5,6-dimethyl-1H-indazol-4-yl)-8-fluoro-2-(((2R,7as)-2-fluorohexahydro-1H-pyrrolizin-7a-yl)methoxy)pyrido[4,3-d]pyrimidin-4-yl)-1,3,7-triazaspiro[4.5]decane-2,4-dione